O=C1OC2=CC(=CC=C2C=C1)OCC(CC(=O)OCC1=CC=CC=C1)N1CCCCC1 Benzyl 4-((2-oxo-2H-chromen-7-yl) oxy)-3-(piperidin-1-yl)butanoate